FC1=C(C=CC(=C1)C([2H])([2H])[2H])OC 2-fluoro-1-methoxy-4-(trideuteriomethyl)benzene